2-azidoethyl 2-acetamido-2-deoxy-beta-D-glucopyranoside C(C)(=O)N[C@H]1[C@H](OCCN=[N+]=[N-])O[C@@H]([C@H]([C@@H]1O)O)CO